COC(=O)C=1C=CC2=C(N(C(=N2)CC2=C(C=C(C=C2)C2=NC(=CC(=C2)F)OCC2=C(C=C(C=C2)C#N)F)F)CCOC)C1 2-(4-(6-((4-cyano-2-fluorobenzyl)oxy)-4-fluoropyridin-2-yl)-2-fluorobenzyl)-1-(2-methoxyethyl)-1H-benzo[d]Imidazole-6-carboxylic acid methyl ester